S1C=C[N+]2=C1SCC2=O [1,3]thiazolo[2,3-b][1,3]thiazol-4-ium-5-one